C(CCCCCCCCCCCC=C)N 13-tetradecene-1-amine